(2R)-(R)-2-(((2S,5R)-2-carbamoyl-3-methyl-7-oxo-1,6-diazabicyclo[3.2.1]oct-3-en-6-yl)oxy)-2-fluoroacetic acid sec-butyl ester [C@@H](C)(CC)OC([C@@H](F)ON1[C@@H]2C=C([C@H](N(C1=O)C2)C(N)=O)C)=O